[Cl-].FC=1N(C=C[N+]1C)C 2-fluoro-1,3-dimethylimidazolium chloride